ClC1=C(C(=O)NC2=NN(C=C2)C2=C(C=CC=C2F)OCC)C=CC=C1 2-chloro-N-[1-(2-ethoxy-6-fluorophenyl)-1H-pyrazol-3-yl]benzamide